C(C)(=O)N[C@@H]1CC[C@H](CC1)C(=O)N(C[C@@H]1CC[C@H](CC1)C1=CC(=C(C=C1)OC)C)C1=CC(=CC=C1)C=1N=C(OC1)C1CC1 trans-4-Acetamido-N-(3-(2-cyclopropyloxazol-4-yl)phenyl)-N-((trans-4-(4-methoxy-3-methylphenyl)cyclohexyl)methyl)-cyclohexanecarboxamide